tert-butyl 3-(5-((diphenylmethylene)amino)pyridin-3-yl)morpholine-4-carboxylate C1(=CC=CC=C1)C(C1=CC=CC=C1)=NC=1C=C(C=NC1)C1N(CCOC1)C(=O)OC(C)(C)C